(S)-10-((5-Chloro-2-((S)-3-ethylpiperidin-1-yl)pyrimidin-4-yl)amino)-2-cyclopropyl-3,3-difluoro-7-methyl-1,2,3,4-tetrahydro-[1,4]oxazepino[2,3-c]chinolin-6(7H)-on ClC=1C(=NC(=NC1)N1C[C@H](CCC1)CC)NC1=CC=2C3=C(C(N(C2C=C1)C)=O)OCC([C@@H](N3)C3CC3)(F)F